α-naphthyl-γ-caprolactone C1(=CC=CC2=CC=CC=C12)C1C(=O)OC(C1)CC